CO[C@H]([C@@H](O)C1=CC=CC=C1)C1=CC=CC=C1 (1S,2S)-2-methoxy-1,2-diphenyl-1-ethanol